(4S,5S)-5-hydroxy-2-methyl-1,4,5,6-tetrahydropyrimidine-carboxylic acid OC1CNC(NC1)(C(=O)O)C